C1(=CC=C(C=C1)C1=CC=NC=N1)C1=CC=CC=C1 6-(1,1'-biphenyl-4-yl)pyrimidine